([(1R)-1-(4-chlorophenyl)-7-fluoro-5-[(1R)-1-hydroxy-1-(oxan-4-yl)propyl]-1-methoxy-3-oxo-2,3-dihydro-1H-isoindol-2-yl]methyl)benzoic acid ClC1=CC=C(C=C1)[C@@]1(N(C(C2=CC(=CC(=C12)F)[C@@](CC)(C1CCOCC1)O)=O)CC1=C(C(=O)O)C=CC=C1)OC